COC(CC1(CC1)CO)=O 2-(1-(Hydroxymethyl)cyclopropyl)acetic acid methyl ester